C(C)(C)(C)OC(=O)O[C@@H]1[C@H]([C@H](N(C1)C(=O)OC(C)(C)C)CC1=CC=C(C=C1)OC)OC(NCCOCCN1C=NC=C1)=O tert-butyl (2R,3S,4S)-4-[(tert-butoxycarbonyl) oxy]-3-[({2-[2-(imidazol-1-yl)ethoxy]ethyl}carbamoyl)oxy]-2-[(4-methoxyphenyl)methyl]pyrrolidine-1-carboxylate